1,4,5,6-Tetra-hydropyridazin N1N=CCCC1